methoxycarbonylphenyltin trissuberate C(CCCCCCC(=O)[O-])(=O)[O-].C(CCCCCCC(=O)[O-])(=O)[O-].C(CCCCCCC(=O)[O-])(=O)[O-].COC(=O)[Sn+2]C1=CC=CC=C1.COC(=O)[Sn+2]C1=CC=CC=C1.COC(=O)[Sn+2]C1=CC=CC=C1